C(C)(C)NC(=O)C1=CC(=NC2=CC=CN=C12)C1=CC=C(C=C1)[N+](=O)[O-] N-Isopropyl-2-(4-nitrophenyl)-1,5-naphthyridine-4-carboxamide